8-(4-oxo-4-(4-(5-(trifluoromethyl)pyrimidin-2-yl)piperazin-1-yl)butyl)-4-(trifluoromethyl)-5,6,7,8-tetrahydrocinnolin-3(2H)-one O=C(CCCC1CCCC2=C(C(NN=C12)=O)C(F)(F)F)N1CCN(CC1)C1=NC=C(C=N1)C(F)(F)F